(Z)-3-Hexenyl Anthranilate C(C=1C(N)=CC=CC1)(=O)OCC\C=C/CC